CC1C=2C=C(N=CC2CCN1)CNC(OC(C)(C)C)=O tert-Butyl ((5-methyl-5,6,7,8-tetrahydro-2,6-naphthyridin-3-yl)methyl)carbamate